C(C)(C)C(COC)(COC)CCC(C)C 2-isopropyl-2-isoamyl-1,3-dimethoxypropane